ClC=1C=NC=C(C1C(=O)NC(C(=O)O)CCOC1CC(C1)CCC1=NC=2NCCCC2C=C1)C 2-[(3-chloro-5-methyl-pyridine-4-carbonyl)amino]-4-[3-[2-(5,6,7,8-tetrahydro-1,8-naphthyridin-2-yl)ethyl]cyclobutoxy]butanoic acid